3,4-Bis(trifluoromethyl)-1H-pyrazole-1-carbonitrile FC(C1=NN(C=C1C(F)(F)F)C#N)(F)F